1-Methyl-4-[3-(3-trifluoromethoxy-phenyl)-7,8-dihydro-6H-9-oxa-1,2,3a,4-tetraaza-cyclopenta[a]naphthalen-5-ylamino]-cyclohexanol CC1(CCC(CC1)NC1=NN2C(C=3OCCCC13)=NN=C2C2=CC(=CC=C2)OC(F)(F)F)O